5-(3-(benzyl(methoxycarbonyl)amino)-2-((benzyloxy)methyl)piperidin-1-yl)-2-(3,4-difluorophenyl)-4-(methoxycarbonyl)pyridine 1-oxide C(C1=CC=CC=C1)N(C1C(N(CCC1)C=1C(=CC(=[N+](C1)[O-])C1=CC(=C(C=C1)F)F)C(=O)OC)COCC1=CC=CC=C1)C(=O)OC